ClC=1C=CC(=C(C1)C(\C=C/[O-])=O)OC(F)F.[Na+] sodium (Z)-3-(5-chloro-2-(difluoromethoxy)phenyl)-3-oxoprop-1-en-1-olate